N(=[N+]=[N-])CCN1CN(S(C2=C1C=C(C=C2)Cl)(=O)=O)[C@@H]([C@H](C)C2=C(C(=CC=C2F)C)C)C2=NNC(O2)=O 5-((1S,2R)-1-(4-(2-azidoethyl)-6-chloro-1,1-dioxido-3,4-dihydro-2H-benzo[e][1,2,4]thiadiazin-2-yl)-2-(6-fluoro-2,3-dimethylphenyl)propyl)-1,3,4-oxadiazol-2(3H)-one